benzyl 4-[[4-[[1-(4-bromo-2-pyridyl)azetidin-3-yl]methyl]-1-piperidyl]methyl]piperidine-1-carboxylate BrC1=CC(=NC=C1)N1CC(C1)CC1CCN(CC1)CC1CCN(CC1)C(=O)OCC1=CC=CC=C1